tert-butyl (R)-((3-(2-(4,4-difluoroazepan-1-yl)-5-(2,3-dihydrobenzo[b][1,4]dioxin-6-yl)-4-methylnicotinamido)phenyl)(methyl)(oxo)-λ6-sulfaneylidene)carbamate FC1(CCN(CCC1)C1=C(C(=O)NC=2C=C(C=CC2)[S@](=O)(C)=NC(OC(C)(C)C)=O)C(=C(C=N1)C1=CC2=C(OCCO2)C=C1)C)F